N1(CC1)CCC(=O)OCC(COC(CCN1CC1)=O)(COC(CCN1CC1)=O)COC(CCN1CC1)=O pentaerythritol tetra(3-aziridinyl propionate)